C1=CC=CC2=NC3=CC=CC=C3P=C12 PHENOPHOSPHAZIN